ClC1=CC=C(C=C1)C1=CC(=NC(=N1)C=1C=NN(C1)C)C(=O)N[C@@]1(CC=C(C=C1)F)C1CC1 (S)-6-(4-chlorophenyl)-N-(1-cyclopropyl(4-fluorophenyl))-2-(1-methyl-1H-Pyrazol-4-yl)pyrimidine-4-carboxamide